(5-fluoropyridin-2-yl) methyl ether COC1=NC=C(C=C1)F